Natrium Propylparaben C(CC)OC(=O)C1=CC=C(O)C=C1.[Na]